[Cl-].C1(=CC=CC=C1)[N+]1=NC(=NN1C1=CC=CC=C1)C=1SC=CC1 2,3-diphenyl-5-thienyl-(2)-tetrazolium chloride